Cl.N[C@H]1CC[C@@H]2CN(C[C@@H]21)C2=NC1=C(N2CC2=NC=C(C#N)C=C2)C=CC=C1 6-((2-((3aR,4S,6aS)-4-aminohexahydrocyclopenta[c]pyrrol-2(1H)-yl)-1H-benzo[d]imidazol-1-yl)methyl)nicotinonitrile hydrochloride